(S)-2-(3-((1,2-dimethyl-6-((1-(3-(trifluoromethyl)phenyl)ethyl)carbamoyl)-1H-indol-3-yl)methyl)phenoxy)-2-methylpropanoic acid CN1C(=C(C2=CC=C(C=C12)C(N[C@@H](C)C1=CC(=CC=C1)C(F)(F)F)=O)CC=1C=C(OC(C(=O)O)(C)C)C=CC1)C